BrC1=C2CCN([C@@H](C2=C(C=C1)OCC1=NN(N=C1)CC)CN1C(C2=CC=CC=C2C1)=O)C(=O)C1CCCCC1 (1S,2R)-2-((S)-5-Bromo-8-((2-ethyl-2H-1,2,3-triazol-4-yl)methoxy)-1-((1-oxoisoindolin-2-yl)methyl)-1,2,3,4-tetrahydroisochinolin-2-carbonyl)cyclohexan